tris(trimethylsilane) phosphorus [P].C[SiH](C)C.C[SiH](C)C.C[SiH](C)C